(3-Fluoro-5-(1-(6-methoxypyridin-3-yl)-1H-pyrazol-4-yl)phenyl)methylamine FC=1C=C(C=C(C1)C=1C=NN(C1)C=1C=NC(=CC1)OC)CN